CS(=O)(=O)OC1=C(C(=CC=C1)Cl)C1CC(=NO1)C=1N=C(SC1)C1CCN(CC1)C(CN1N=C(C=C1C(F)F)C(F)F)=O 2-{3-[2-(1-{[3,5-bis(difluoromethyl)-1H-pyrazol-1-yl]acetyl}piperidin-4-yl)-1,3-thiazol-4-yl]-4,5-dihydro-1,2-oxazol-5-yl}-3-chlorophenyl methansulfonate